BrC=1N=C(N(N1)C1OCCCC1)[C@@H](C[C@H](C1=CC(=C(C=C1)F)F)O[Si](C)(C)C(C)(C)C)O (1r,3r)-1-(5-bromo-2-tetrahydropyran-2-yl-1,2,4-triazol-3-yl)-3-[tert-butyl-(dimethyl)silyl]oxy-3-(3,4-difluorophenyl)propan-1-ol